CC(COC1=NC=CC=C1C)(C)C(C(=O)N)C1N(CCCC1)C (2-methyl-1-((3-methylpyridin-2-yl)oxy)propan-2-yl)-2-(1-methylpiperidin-2-yl)acetamide